N1=C(C=CC=C1)C=1N=NC(=NN1)C1=NC=CC=C1 3,6-di-2-pyridyl-1,2,4,5-tetrazine